CC1=CN=C(S1)C=1C=C(C(=O)N[C@H](C)C=2C=NC(=NC2)C(F)(F)F)C=C(C1)OC1CNCCC1 3-(5-methyl-1,3-thiazol-2-yl)-5-[piperidin-3-yloxy]-N-{(1R)-1-[2-(trifluoromethyl)pyrimidin-5-yl]ethyl}benzamide